2-(4-(difluoromethylene)piperidin-1-yl)-4-(2-hydroxyethanesulphonylamino)-N-((1s,4r)-1,2,3,4-tetrahydro-1,4-methylenebenzo[4,5]imidazo[1,2-a]pyridin-6-yl)benzamide FC(=C1CCN(CC1)C1=C(C(=O)NC2=CC=CC3=C2N=C2N3[C@H]3CC[C@@H]2C3)C=CC(=C1)NS(=O)(=O)CCO)F